1-(4-(1-(4-cyclopropylphenyl)azetidin-3-yl)benzyl)piperidine-4-carboxylic acid C1(CC1)C1=CC=C(C=C1)N1CC(C1)C1=CC=C(CN2CCC(CC2)C(=O)O)C=C1